2-phenyl(pyridin-2-yl)formamide C1(=CC=CC=C1)C1(NC=CC=C1)NC=O